racemic-linalyl acetate C(C)(=O)O[C@@](C)(C=C)CCC=C(C)C |r|